[Cl-].C(=C)C1=CC=C(CC2N(CCCC2)C)C=C1 4-vinylbenzyl-1-methyl-piperidine chloride